2-hydroxy-N,N,2-trimethylbut-3-ynoamide OC(C(=O)N(C)C)(C#C)C